NC1=C2C(=C3C(=N1)C=C(N3)C(=O)N([C@H](C)C3=NC=CC=N3)CC3=NC=C(C=C3F)Br)COC2 (R)-5-amino-N-((5-bromo-3-fluoropyridin-2-yl)methyl)-N-(1-(pyrimidin-2-yl)ethyl)-6,8-dihydro-1H-furo[3,4-d]pyrrolo[3,2-b]pyridine-2-carboxamide